(S)-3-((2-chloro-6-(morpholin-4-carbonyl)pyrimidin-4-yl)amino)piperidine-1-carboxylic acid tert-butyl ester C(C)(C)(C)OC(=O)N1C[C@H](CCC1)NC1=NC(=NC(=C1)C(=O)N1CCOCC1)Cl